CC=1N=CC=2C(N1)=CC(NC2)=O 2-Methylpyrido[4,3-d]pyrimidin-7(6H)-one